N-(5-bromo-2-chloropyrimidin-4-yl)-1-(methylsulfonyl)-1,2,3,4-tetrahydroquinolin-8-amine BrC=1C(=NC(=NC1)Cl)NC=1C=CC=C2CCCN(C12)S(=O)(=O)C